1,3-bis(3-aminopropoxy)-2-(N,N-dimethylaminomethyl)propane NCCCOCC(COCCCN)CN(C)C